3-(4-CHLOROPHENYL)-4-CYCLOPROPYL-N-(2-(TRIFLUOROMETHYL)PYRIDIN-4-YL)ISOTHIAZOLE-5-CARBOXAMIDE ClC1=CC=C(C=C1)C1=NSC(=C1C1CC1)C(=O)NC1=CC(=NC=C1)C(F)(F)F